BrC1=C(C(=C(C=C2CN(C2)CCCF)C=C1)F)F 3-(4-Bromo-2,3-difluorobenzylidene)-1-(3-fluoropropyl)azetidine